ClC=1C=C(C=CC1)C(CO)NC(=O)C1=CN(C=C1)C1=NC(=NC=C1C)NC1=CC(=C(C=C1)F)N1CCNCC1 N-(1-(3-chlorophenyl)-2-hydroxyethyl)-1-(2-((4-fluoro-3-(piperazin-1-yl)phenyl)amino)-5-methylpyrimidin-4-yl)-1H-pyrrole-3-amide